7-bromo-4-oxo-4,5-dihydropyrrolo[1,2-a]quinoxaline-2-carboxylic acid ethyl ester C(C)OC(=O)C=1C=C2N(C3=CC=C(C=C3NC2=O)Br)C1